4-ethoxy-N-(7-fluoro-2-methyl-2H-indazol-5-yl)-2-(piperazin-1-yl)pyrimidine-5-carboxamide C(C)OC1=NC(=NC=C1C(=O)NC1=CC2=CN(N=C2C(=C1)F)C)N1CCNCC1